7-[3-methyl-1-(2,2,2-trifluoroethyl)-1H-pyrazolo[3,4-b]pyrazin-6-yl]-2-[2-methyl-6-(trifluoromethyl)pyrimidin-4-yl]-2,7-diazaspiro[3.5]nonane CC1=NN(C2=NC(=CN=C21)N2CCC1(CN(C1)C1=NC(=NC(=C1)C(F)(F)F)C)CC2)CC(F)(F)F